BrC1=CC=C2CCCCC2=C1 rac-7-bromo-1,2,3,4-tetrahydronaphthalen